ClC=1C(=C(C=CC1)C=1CCCC2=C(C1C1=CC(=C(C=C1)CC1CN(C1)CCCF)F)C=CC=C2)C(F)(F)F 8-(3-Chloro-2-(trifluoromethyl)phenyl)-9-(3-fluoro-4-((1-(3-fluoropropyl)azetidin-3-yl)methyl)phenyl)-6,7-dihydro-5H-benzo[7]annulen